C(#N)C1=CC(=C(C(=C1)C)NC(=O)C1=C(C(=O)N)C=C(C=N1)F)C ((4-cyano-2,6-dimethyl-Phenyl)carbamoyl)-5-fluoronicotinic acid amide